4-(1-(2,2-difluoroethyl)-1H-imidazol-5-yl)-N-((1r,4r)-4-((2,2,2-trifluoroethyl)amino)cyclohexyl)thiazole-2-carboxamide FC(CN1C=NC=C1C=1N=C(SC1)C(=O)NC1CCC(CC1)NCC(F)(F)F)F